C(C(C)C)N1N=CC=C1C1=CC(=NC2=C(N=CC=C12)C1=CC=NN1)N1[C@@H](COCC1)C 4-(1-isobutyl-1H-pyrazol-5-yl)-2-[(3R)-3-methylmorpholin-4-yl]-8-(1H-pyrazol-5-yl)-1,7-naphthyridine